N2-methyl-5-pentafluoroethyl-pyridine-2,3-diamine CNC1=NC=C(C=C1N)C(C(F)(F)F)(F)F